BrC=1C=C2C3(C(N(C2=CC1)C)=O)CCCC3 5'-Bromo-1'-methylspiro[cyclopentane-1,3'-indole]-2'-one